1,2-bis(3-thienyl)perfluorocyclopentene S1C=C(C=C1)C1=C(C(C(C1(F)F)(F)F)(F)F)C1=CSC=C1